2-allyl-2-imidazo[1,2-a]pyridin-7-yl-pent-4-enenitrile C(C=C)C(C#N)(CC=C)C1=CC=2N(C=C1)C=CN2